(R)-1-bromo-N,N-dimethyl-5,6-dihydro-4H-pyrrolo[3,2,1-ij]quinolin-5-amine BrC1=CN2C[C@@H](CC3=CC=CC1=C23)N(C)C